4-methyltetrahydrofuran-3-benzoic acid CC1C(COC1)C1=CC=CC=C1C(=O)O